tert-butyl (S)-(1-(methoxy(methyl)amino)-1-oxo-5-(3-((2,2,4,6,7-pentamethyl-2,3-dihydrobenzofuran-5-yl)sulfonyl)guanidino)pentan-2-yl)carbamate CON(C([C@H](CCCNC(=N)NS(=O)(=O)C=1C(=C(C2=C(CC(O2)(C)C)C1C)C)C)NC(OC(C)(C)C)=O)=O)C